CCCCCCCCCCCCCCCCCCOC[C@H](COP(=O)(O)OC[C@@H](C(=O)O)N)O The molecule is a glycero-3-phosphoserine that is sn-glycero-3-phospho-L-serine substituted at position 1 by an octadecyl group. It has a role as a metabolite.